(4-bromo-2,6-difluoro-phenyl)-acetonitrile BrC1=CC(=C(C(=C1)F)CC#N)F